ClC1=C(C=C(C=C1)NC(=O)NC1=CC(=CC(=C1)C(=O)C=1C=C2N=CC=NC2=CC1)F)C(F)(F)F 1-(4-chloro-3-(trifluoromethyl)phenyl)-3-(3-fluoro-5-(quinoxaline-6-carbonyl)phenyl)urea